FC=1C=C(C=CC1F)C#CC1=CC=C(C(=O)O)C=C1 4-((3,4-difluorophenyl)ethynyl)benzoic acid